3-[5-methyl-1-(tricyclo[3.3.1.13,7]dec-1-ylmethyl)-1H-pyrazol-4-yl]pyridine-2-carboxylic acid CC1=C(C=NN1CC12CC3CC(CC(C1)C3)C2)C=2C(=NC=CC2)C(=O)O